FC(C(=O)[O-])(C(F)(F)F)C(F)(F)F perfluoro-isobutyrate